tert-butyl 4-(1-benzyloxypyrazol-3-yl)-6-methyl-3,6-dihydro-2H-pyridine-1-carboxylate C(C1=CC=CC=C1)ON1N=C(C=C1)C=1CCN(C(C1)C)C(=O)OC(C)(C)C